ClC=1C=CC2=C(C1)C=1C(=CN(C(C1)=O)C(C(=O)O)C[C@@H](OC)C)CO[C@@H](C2)C(F)(F)F (2ξ)-2-[(7S)-11-Chloro-2-oxo-7-(trifluoromethyl)-7,8-dihydro-2H-[3]benzoxocino[5,6-c]pyridin-3(5H)-yl]-2,3,5-trideoxy-4-O-methyl-L-glycero-pentonic Acid